FC1=C(C=CC=C1)C1=C(C(=CC=C1)C1=NC=2CCN(CC2C=C1)CC(=O)O)C 2-(2-(2'-Fluoro-2-methyl-[1,1'-biphenyl]-3-yl)-7,8-dihydro-1,6-naphthyridin-6(5H)-yl)acetic acid